(1R,2S)-N-(8-amino-7-fluoro-6-(4-methylpyridin-3-yl)isoquinolin-3-yl)-2-((dimethylamino)methyl)cyclopropane-1-carboxamide NC=1C(=C(C=C2C=C(N=CC12)NC(=O)[C@H]1[C@H](C1)CN(C)C)C=1C=NC=CC1C)F